(R)-3-((2-(4-(4-(2-amino-4-(difluoromethyl)pyrimidin-5-yl)-6-((S)-3-methylmorpholino)-1,3,5-triazin-2-yl)piperazin-1-yl)-2-oxoethoxy)methyl)piperidin-1-ium chloride [Cl-].NC1=NC=C(C(=N1)C(F)F)C1=NC(=NC(=N1)N1[C@H](COCC1)C)N1CCN(CC1)C(COC[C@H]1C[NH2+]CCC1)=O